Cl.NC1(C(C(CC1)O)=O)C1=C(C=CC=C1)Cl 2-amino-2-(2-chlorophenyl)-5-hydroxycyclopentan-1-one hydrochloride